(E)-N-((1,2,3,5,6,7-hexahydro-s-indacen-4-yl)carbamoyl)-3-(methyl(tetrahydro-2H-thiopyran-4-yl)amino)prop-1-ene-1-sulfonamide C1CCC2=C(C=3CCCC3C=C12)NC(=O)NS(=O)(=O)\C=C\CN(C1CCSCC1)C